1-(4-fluorophenyl)-6-methoxy-2-oxo-1,2-dihydropyridine-3-carboxylic acid FC1=CC=C(C=C1)N1C(C(=CC=C1OC)C(=O)O)=O